O=C(CCCCCCCCCCC(=O)O)OCCCCC 12-oxo-12-(pentyloxy)dodecanoic acid